C(C1=CC=CC=C1)N[C@@H]([C@@H](O)C)C(=O)O N-benzyl-L-allothreonine